4-((4-(2-((R)-3-(4-amino-3-(4-phenoxyphenyl)-1H-pyrazolo[3,4-d]pyrimidin-1-yl)piperidin-1-yl)ethyl)phenethyl)thio)-2-(2,6-dioxopiperidin-3-yl)isoindoline-1,3-dione NC1=C2C(=NC=N1)N(N=C2C2=CC=C(C=C2)OC2=CC=CC=C2)[C@H]2CN(CCC2)CCC2=CC=C(CCSC1=C3C(N(C(C3=CC=C1)=O)C1C(NC(CC1)=O)=O)=O)C=C2